glycerol sebacate adipate C(CCCCC(=O)O)(=O)O.C(CCCCCCCCC(=O)O)(=O)O.OCC(O)CO